O[C@@H]1C[C@H](N(C1)C(=O)OC(C)(C)C)C(N[C@H](C#CC1=CC=CC=C1)C)=O tert-butyl (2S,4R)-4-hydroxy-2-[[(1S)-1-methyl-3-phenyl-prop-2-ynyl]carbamoyl]pyrrolidine-1-carboxylate